ClC1=NC=CC(=N1)SC=1C=2N(C(=NC1)N1CCC3(CCC[C@H]3N)CC1)C=CN2 (R)-8-(8-((2-Chloropyrimidin-4-yl)thio)imidazo[1,2-c]pyrimidin-5-yl)-8-azaspiro[4.5]decan-1-amine